N-(methyl(oxo)(pyridin-4-yl)-λ6-sulfaneylidene)-7-(5-(trifluoromethyl)-1,2,4-oxadiazol-3-yl)imidazo[1,2-a]pyridine-2-carboxamide CS(=NC(=O)C=1N=C2N(C=CC(=C2)C2=NOC(=N2)C(F)(F)F)C1)(C1=CC=NC=C1)=O